CN(C(C1=CC=C(C=C1)C)=O)C N,N-dimethyl-4-methylbenzamide